N(=[N+]=[N-])CC12C[C@H](N(C2C1)C(=O)OC(C)(C)C)C(=O)O (3S)-5-(Azidomethyl)-2-(tert-butoxycarbonyl)-2-azabicyclo[3.1.0]hexane-3-carboxylic acid